N-(1,3-dihydroisobenzofuran-5-ylmethyl)-6-(7,8-dihydro-5H-1,6-naphthyridin-6-yl)-5-methyl-pyridine-3-carboxamide C1OCC2=CC(=CC=C12)CNC(=O)C=1C=NC(=C(C1)C)N1CC=2C=CC=NC2CC1